3-((4-methylpiperazin-1-yl)methyl)-5-(trifluoromethyl)benzoic Acid CN1CCN(CC1)CC=1C=C(C(=O)O)C=C(C1)C(F)(F)F